8-(3-methyl-2-oxo-1,3-benzoxazol-6-yl)-2-oxa-5,8-diazaspiro[3.5]nonan-7-one CN1C(OC2=C1C=CC(=C2)N2C(CNC1(COC1)C2)=O)=O